[N+](=O)([O-])C=1C=C(C=CC1)S(=O)(=O)N1CCC(CC1)O 1-((3-nitrophenyl)sulfonyl)piperidin-4-ol